C(C1=CC=CC=C1)=C1SCCN1 benzylidene-1,3-thiazolidine